CC1(OB(OC1(C)C)C1=NC2=C(N1COCC[Si](C)(C)C)C=CC=C2)C (4,4,5,5-tetramethyl-1,3,2-dioxaborolan-2-yl)-1-((2-(trimethylsilyl)ethoxy)methyl)-1H-benzo[d]imidazole